3-hydroxy-5,5-dimethylcyclohexanone OC1CC(CC(C1)(C)C)=O